ClC=1C(=NC=CC1)C(=O)NCC1(CCN(CC1)C1=NC=C(C=C1)C=1C=2N(C=C(C1)O)N=CC2C#N)C 3-chloro-N-(1-(5-(3-cyano-6-hydroxypyrazolo[1,5-a]pyridin-4-yl)pyridin-2-yl)-4-methylpiperidin-4-yl)methylpyridinamide